(4R,5S)-5-(4-fluorophenyl)-4-methyloxazolidin-2-one FC1=CC=C(C=C1)[C@H]1[C@H](NC(O1)=O)C